ClC1=C(C=C(C=C1)C1CCNCC1)F 4-(4-Chloro-3-fluorophenyl)piperidine